ClC=1C=CC(=C(C1)C1=C(C=CC=C1)F)F 5-chloro-2,2'-difluoro-[1,1'-biphenyl]